C(CC)[C@H]1CN(CC1)[C@H](C(=O)N)CC (S)-2-((R)-3-propyl-pyrrolidine-1-yl)butyramide